6-(1-((2,6-Dimethylpyridin-4-yl)methyl)piperidin-4-yl)-1,4-dimethyl-2-(4-(methylsulfonyl)phenyl)-1H-benzo[d]imidazol CC1=NC(=CC(=C1)CN1CCC(CC1)C=1C=C(C2=C(N(C(=N2)C2=CC=C(C=C2)S(=O)(=O)C)C)C1)C)C